(6aS,7aS)-4-(1,6-dimethyl-1H-indazol-7-yl)-2-((5R)-5-(hydroxymethyl)-2-(2-propenoyl)-2,6-diazaspiro[3.4]octan-6-yl)-6,6a,7,7a-tetrahydro-5H-cyclopropa[h]quinoline-3-carbonitrile CN1N=CC2=CC=C(C(=C12)C1=C(C(=NC=2[C@@H]3[C@@H](CCC12)C3)N3[C@H](C1(CN(C1)C(C=C)=O)CC3)CO)C#N)C